C(C)(C)(C)[C@H]1N(CCCC1CC(C)(C)N)C(=O)OC1CN(CC1)N1CC2=CC=CC=C2CC1 (3,4-dihydroisoquinolin-2(1H)-yl)pyrrolidin-3-ol tert-Butyl-(S)-3-(2-amino-2-methylpropyl)piperidine-1-carboxylate